2-Amino-4-(3-(3-fluoropyridin-2-yl)phenyl)-6-(piperidin-1-yl)pyridine-3,5-dinitrile NC1=NC(=C(C(=C1C#N)C1=CC(=CC=C1)C1=NC=CC=C1F)C#N)N1CCCCC1